1-(4-(cyclopropylmethyl)benzyl)-3-(methoxymethyl)-1H-pyrazole-4-carboxylic acid C1(CC1)CC1=CC=C(CN2N=C(C(=C2)C(=O)O)COC)C=C1